5,6,7,8-Tetrahydropyrido[3,4-d]pyridazin-4(3H)-one C=1C2=C(C(NN1)=O)CNCC2